di(allyl) oxalate C(C(=O)OCC=C)(=O)OCC=C